N-methoxy-N-[[4-[5-(trifluoromethyl)-1,2,4-oxadiazol-3-yl]phenyl]methyl]cyclopropane-carboxamide CON(C(=O)C1CC1)CC1=CC=C(C=C1)C1=NOC(=N1)C(F)(F)F